N[C@H]1CN(C[C@@H](C1)F)C(=O)C1=CC2=C(N(C(=N2)C2=CC=3C(=NC(=CC3)C=3C=C4CC(NC4=CC3)=O)N2CC2CC2)C)C(=C1)OC 5-(2-{5-[(3R,5R)-3-amino-5-fluoropiperidine-1-carbonyl]-7-methoxy-1-methyl-1H-1,3-benzodiazol-2-yl}-1-(cyclopropylmethyl)-1H-pyrrolo[2,3-b]pyridin-6-yl)-2,3-dihydro-1H-indol-2-one